BrC=1C=C(C[C@H](N)C(=O)O)C=C(C1)Br 3,5-diBromophenylalanine